(2-cyclobutylbenzofuro[3,2-d]pyrimidin-4-yl)-L-proline C1(CCC1)C=1N=C(C2=C(N1)C1=C(O2)C=CC=C1)N1[C@@H](CCC1)C(=O)O